2-(5-(4-(aminomethyl)-1-oxo-1,2-dihydro-phthalazin-6-yl)pyridin-3-yl)-4-methyl-benzonitrile NCC1=NNC(C2=CC=C(C=C12)C=1C=C(C=NC1)C1=C(C#N)C=CC(=C1)C)=O